ClC1=C(N=C(NC1=O)C1=CC(=NC=C1)F)N1C[C@H](OC[C@H]1C)C 5-chloro-4-[(2r,5r)-2,5-dimethylmorpholin-4-yl]-2-(2-fluoro-4-pyridinyl)-1H-pyrimidin-6-one